lanthanum cerium [Ce].[La]